(3,5-dichloro-4-((2-(3-chloro-4-fluorobenzyl)-1-oxo-1,2,3,4-tetrahydroisoquinolin-6-yl)oxy)phenyl)-1,2,4-triazine-3,5(2H,4H)-dione ClC=1C=C(C=C(C1OC=1C=C2CCN(C(C2=CC1)=O)CC1=CC(=C(C=C1)F)Cl)Cl)N1N=CC(NC1=O)=O